sodium nitrilotriacetate salt N(CC(=O)[O-])(CC(=O)[O-])CC(=O)[O-].[Na+].[Na+].[Na+]